ClC1=C(C2=C(C(N3[C@H](CO2)CN(CC3)C(=O)OC(C)(C)C)=O)C(=N1)NC=1C(=NC=CC1C)C(C)C)Cl tert-butyl (S)-3,4-dichloro-1-((2-isopropyl-4-methylpyridin-3-yl)amino)-12-oxo-6a,7,9,10-tetrahydro-12H-pyrazino[2,1-c]pyrido[3,4-f][1,4]oxazepine-8(6H)-carboxylate